S1C(=CC2=C1C=CC=C2)C2=CC=C(C=C2)N(C2=CC=C(C=C2)C2=CC1=CC=CC=C1C=C2)C2=CC=C(C=C2)C=2SC1=C(N2)C=CC=C1 (4-Benzothien-2-yl-phenyl)-(4-benzothiazol-2-yl-phenyl)-(4-naphthalen-2-yl-phenyl)amine